C(C)(C)C1CNC(O1)=O 5-isopropyl-oxazolidin-2-one